ClC1=C2C(=NC=C1)NC(=C2)C2=CC=C(C=C2)NS(=O)(=O)C2=CC=C(C=C2)C N-(4-(4-chloro-1H-pyrrolo[2,3-b]pyridin-2-yl)phenyl)-4-methylbenzenesulfonamide